CN(CCOC(CCC1CCCC1)=O)C 3-cyclopentyl-propionic acid-2-dimethylaminoethyl ester